FC(CC(C(C(F)(F)C(C(F)F)(F)F)F)(F)OC(C(C(C(C(F)F)(F)F)(F)F)F)(CC(F)(F)F)F)(F)F 2,2,2-trifluoroethyl-1,1,2,2-tetrafluoroethyl-1,2,3,3-tetrafluoropropyl ether